(7-Fluoro-1-methyl-2,3-dihydro-1H-pyrrolo[3,2-c]pyridin-6-yl)methanamine hydrochloride Cl.FC=1C2=C(C=NC1CN)CCN2C